(3-(((2-((2-methoxy-4-(1-methyl-1H-pyrazol-4-yl)phenyl)amino)pyrido[3,4-d]pyrimidin-8-yl)amino)methyl)oxetan-3-yl)methanol COC1=C(C=CC(=C1)C=1C=NN(C1)C)NC=1N=CC2=C(N1)C(=NC=C2)NCC2(COC2)CO